tert-butyl 3-((6-(benzofuran-5-yl)-5-methylpyridazin-3-yl)(hydroxy)methyl)piperidine-1-carboxylate O1C=CC2=C1C=CC(=C2)C2=C(C=C(N=N2)C(C2CN(CCC2)C(=O)OC(C)(C)C)O)C